NC=1C=C(C(=C(C(=O)OC)C1)OC)OC methyl 5-amino-2,3-dimethoxy-benzoate